[Si](C1=CC=CC=C1)(C1=CC=CC=C1)(C(C)(C)C)OCCC=1C(=CSC1)C=1C(=CC(=C(C(=O)OC)C1)Cl)O methyl 5-(4-(2-((tert-butyldiphenylsilyl)oxy)ethyl)thiophen-3-yl)-2-chloro-4-hydroxybenzoate